OC(CON=C(C1=CC(=NO1)C)Cl)CN1CCCCC1 N-(2-hydroxy-3-(piperidin-1-yl)propoxy)-3-methylisoxazole-5-carbimidoyl chloride